(S)-3-(4-amino-6-(pyridin-4-yl)pyrido[3,4-d]pyrimidin-8-yl)-2,4-dimethylphenol NC=1C2=C(N=CN1)C(=NC(=C2)C2=CC=NC=C2)C=2C(=C(C=CC2C)O)C